NC=1C2=C(N=CN1)N(C(=C2C2=CC=C(C=C2)OC2=NC(=CC=C2)C)C2CN(CC2)C(C(=C)C)=O)C 1-(3-(4-amino-7-methyl-5-(4-((6-methylpyridin-2-yl)oxy)phenyl)-7H-pyrrolo[2,3-d]pyrimidin-6-yl)pyrrolidin-1-yl)-2-methylprop-2-en-1-one